N-(2-aminoethyl)-2-[(3-hydroxyphenyl)(4-methylphenyl)amino]-acetamide NCCNC(CN(C1=CC=C(C=C1)C)C1=CC(=CC=C1)O)=O